CC(C(=O)OC=1OC=CC1)(C)C furan-2-yl 2,2-dimethylpropionate